BrC=1SC(=NN1)C1=CC=2N(C3=CC=CC=C3C2C=C1)C1=CC2=CC=CC=C2C=C1 2-bromo-5-(9-(naphthalen-2-yl)-9H-carbazol-2-yl)-1,3,4-thiadiazole